C[C@H]1N(C[C@@H](N(C1)C(C(=O)NC=1C2=C(C=NC1)C=NN2C2OCCCC2)=O)C2=CC=CC=C2)C(=O)C2(CC2)C 2-((2S,5R)-5-methyl-4-(1-methylcyclopropanecarbonyl)-2-phenylpiperazin-1-yl)-2-oxo-N-(1-(tetrahydro-2H-pyran-2-yl)-1H-pyrazolo[4,3-c]pyridin-7-yl)acetamide